2-(Methylsulfanyl)-1-(2-(5-(4-(trifluoromethyl)phenyl)-1H-imidazol-2-yl)piperidin-1-yl)propan-1-one CSC(C(=O)N1C(CCCC1)C=1NC(=CN1)C1=CC=C(C=C1)C(F)(F)F)C